butyl (2S,3S)-2-fluoro-3-(3-(4-(trifluoromethoxy)phenyl)ureido)pyrrolidine-1-carboxylate F[C@@H]1N(CC[C@@H]1NC(=O)NC1=CC=C(C=C1)OC(F)(F)F)C(=O)OCCCC